tert-butyl (1-(4-cyanothiazol-2-yl)ethyl)carbamate C(#N)C=1N=C(SC1)C(C)NC(OC(C)(C)C)=O